(S)-N-[(1R)-1-(5-bromo-2,3-difluorophenyl)ethyl]-2-methylpropane-2-sulfinamide BrC=1C=C(C(=C(C1)[C@@H](C)N[S@@](=O)C(C)(C)C)F)F